C(C)(=O)C1=CN(C2=CC=C(C=C12)C1=CC(=CC=C1)C(C)=O)CC(=O)N(C(C)C)CC(=O)NCC1=C(C(=CC=C1)Cl)F 2-(3-acetyl-5-(3-acetylphenyl)-1H-indol-1-yl)-N-(2-((3-chloro-2-fluorobenzyl)amino)-2-oxoethyl)-N-isopropylacetamide